(1R,3S)-3-[3-({[4-(difluoromethyl) pyridin-2-yl]acetyl}amino)-1H-pyrazol-5-yl]cyclopentyl tert-butylcarbamate C(C)(C)(C)NC(O[C@H]1C[C@H](CC1)C1=CC(=NN1)NC(CC1=NC=CC(=C1)C(F)F)=O)=O